C1(CC1)NC(C1=CC(=C(C=C1)C)C=1C=NN(C1)C1=CN=C2N1C=C(C=C2)C(C)O)=O N-cyclopropyl-3-{1-[6-(1-hydroxyethyl)imidazo[1,2-a]pyridin-3-yl]-1H-pyrazol-4-yl}-4-methylbenzamide